C(C)(=O)N1CC(C1)(N1N=CC(=C1)C=1C=C2C3(C(N(CC2=CN1)C1=C(C(=CC(=C1F)OC)OC)F)=O)CC3)CC#N 2-(1-acetyl-3-(4-(2'-(2,6-difluoro-3,5-dimethoxyphenyl)-3'-oxo-2',3'-dihydro-1'H-spiro[cyclopropane-1,4'-[2,7]naphthyridin]-6'-yl)-1H-pyrazol-1-yl)azetidin-3-yl)acetonitrile